N1NN=C2C1=CN=NS2 dihydro-triazolo-thiadiazine